OC1(CC2C(CNC2)C1)C 5-hydroxy-5-methyl-hexahydrocyclopenta[c]pyrrole